OCCC=C(C(=O)[O-])C 3-Hydroxyethylmethacrylat